4-(7,7-difluoro-2-(methylsulfanyl)-6,7-dihydro-5H-cyclopenta[d]pyrimidin-4-yl)-2-fluorophenol FC1(CCC2=C1N=C(N=C2C2=CC(=C(C=C2)O)F)SC)F